4-bromodibenzo[b,d]Furan BrC1=CC=CC2=C1OC1=C2C=CC=C1